Cl.Cl.CC=1C=CC(=C2C=CC=NC12)[C@@H]1CNCC(C1)C 8-methyl-5-((R)-5-methyl-piperidin-3-yl)-quinoline dihydrochloride